CN1N=CC=C1C1=CC=C(C=C1)[C@H](C)NC(OC(C)(C)C)=O tert-butyl N-[(1S)-1-[4-(2-methylpyrazol-3-yl)phenyl]ethyl]carbamate